5-(4-(4-(6-amino-5-(trifluoromethyl)pyridin-3-yl)-6-morpholino-1,3,5-triazin-2-yl)piperazin-1-yl)-N-hydroxypentanamide NC1=C(C=C(C=N1)C1=NC(=NC(=N1)N1CCOCC1)N1CCN(CC1)CCCCC(=O)NO)C(F)(F)F